(7S,15S)-9-(2,6-difluorophenyl)-N-(2-hydroxyethyl)-7,15-dimethyl-13,16-dioxa-18-thia-2,3,5,8-tetraazatetracyclo[8.8.0.02,6.011,17]octadeca-1(10),3,5,8,11(17)-penta-ene-4-carboxamide FC1=C(C(=CC=C1)F)C1=N[C@H](C2=NC(=NN2C=2SC=3O[C@H](COCC3C12)C)C(=O)NCCO)C